C(C)(C)(C)[Si](OCCCCC=1N(N=CC1B1OC(C(O1)(C)C)(C)C)COCC[Si](C)(C)C)(C)C tert-butyl-dimethyl-[4-[4-(4,4,5,5-tetramethyl-1,3,2-dioxaborolan-2-yl)-2-(2-trimethylsilylethoxymethyl)pyrazol-3-yl]butoxy]silane